CN1C(C(=C(C(=C1)C)[O-])NC(N[C@@H](CC(=O)[O-])C=1C=C(C=CC1)C1=C(C=CC(=C1)C)C)=O)=O.[Na+].[Na+] Natrium (S)-3-(3-(1,5-Dimethyl-4-oxido-2-oxo-1,2-dihydropyridin-3-yl)ureido)-3-(2',5'-dimethylbiphenyl-3-yl)propanoat